CC1=C(C(=O)NC2=CC(=NN2C)C(F)(F)F)C=CC=C1 2-methyl-N-(1-methyl-3-(trifluoromethyl)-1H-pyrazol-5-yl)benzamide